C(C)(C)(C)OC(NC1=C(C=C(C(=C1)C=O)N)F)=O (4-Amino-2-fluoro-5-formylphenyl)carbamic acid tert-butyl ester